5-(3-fluoro-4-((4-methylpyrimidin-2-yl)oxy)phenyl)-6-(2,7-diazaspiro[3.5]nonan-2-yl)-4-aminopyrimidine FC=1C=C(C=CC1OC1=NC=CC(=N1)C)C=1C(=NC=NC1N1CC2(C1)CCNCC2)N